NC1=C(C=CC(=C1F)NCCC1=CC=C(C=C1)C(F)(F)F)NC(CCCCCCCCC)=O N-(2-amino-3-fluoro-4-((4-(trifluoromethyl)phenethyl)amino)phenyl)decanamide